COC(N1CCCC1)OC Pyrrolidinecarbaldehyde dimethyl acetal